NN1C(=NC(=C1C(=O)N)C1=CC=C(C=C1)C(NC1=NC=CC=C1)=O)[C@H]1N(CCC1)C#N (S)-1-amino-2-(1-cyanopyrrolidin-2-yl)-4-(4-(pyridin-2-ylcarbamoyl)phenyl)-1H-imidazole-5-carboxamide